indole-3-acetic acid-amide N1C=C(C2=CC=CC=C12)CC(=O)N